C(CCC)OP(C1=CC=CC=C1)OCCCC dibutoxyPhenyl-phosphine